C1(=CC=CC=C1)/C=C/C(=O)OCC=C allyl (E)-3-phenyl-2-propenoate